[3-acetyl-5-(2-methylpyrimidin-5-yl)pyrazolo[3,4-c]pyridin-1-yl]acetic acid C(C)(=O)C1=NN(C2=CN=C(C=C21)C=2C=NC(=NC2)C)CC(=O)O